ClC=1C(=NC(=NC1)NC1=C(C=C(C=C1)N1CCN(CC1)CC1=C2CN(C(C2=CC=C1)=O)C1C(NC(CC1)=O)=O)OC)NC1=C(C=CC=C1)P(=O)(C)C 3-(4-((4-(4-((5-chloro-4-((2-(dimethylphosphoryl)phenyl)amino)pyrimidin-2-yl)amino)-3-methoxyphenyl)piperazin-1-yl)methyl)-1-oxoisoindolin-2-yl)piperidine-2,6-dione